COC1=CC=C(C=C1)C1C(=COC=2N(N=C(C21)C2=CC=CC=C2)C)C#N 4-methoxyphenyl-1-methyl-3-phenyl-1,4-dihydropyrano[2,3-c]pyrazole-5-carbonitrile